CC1=NN(C2=NC(=NC=C21)N2CC1(CN(C1)C=1C(=NC(=NC1)C)C(F)(F)F)CC2)CC(F)(F)F 6-[3-methyl-1-(2,2,2-trifluoroethyl)-1H-pyrazolo[3,4-d]pyrimidin-6-yl]-2-[2-methyl-4-(trifluoromethyl)pyrimidin-5-yl]-2,6-diazaspiro[3.4]octane